4-amino-2-(4-(tert-butyl)-3-methoxyphenyl)-6-(4-fluorophenyl)-5-(piperidin-1-yl)pyridazin NC1=CN(NC(=C1N1CCCCC1)C1=CC=C(C=C1)F)C1=CC(=C(C=C1)C(C)(C)C)OC